Zinc(II) Carbonate C([O-])([O-])=O.[Zn+2]